FC1=C(C(=CC=C1)C)N1CCC(CC1)(C)N1C(NC=2C(C1)=CN(N2)C)=O 5-[1-(2-Fluoro-6-methyl-phenyl)-4-methyl-piperidin-4-yl]-2-methyl-2,4,5,7-tetrahydro-pyrazolo[3,4-d]pyrimidin-6-one